C(C1=CC=CC=C1)(=O)O[C@@H]1CC2=CC[C@H]3[C@@H]4CC[C@H]([C@@H](CCCC(C)(C)O)C)[C@]4(CC[C@@H]3[C@]2(CC1)C)C 25-hydroxycholesterol benzoate